4-[7-fluoro-1-(pyrazin-2-ylmethyl)benzoimidazol-2-yl]-1,2,5-oxadiazol-3-amine FC1=CC=CC2=C1N(C(=N2)C=2C(=NON2)N)CC2=NC=CN=C2